C(C)(C)(C)N1CC=C(C=C1)NC(CC1=C(C(=CC(=C1)Cl)C(C)OC)O)=O N-tert.-Butyl-4-[[2-[5-chloro-2-hydroxy-3-(1-methoxyethyl)phenyl]acetyl]amino]pyridin